(1-(4,5-dimethyl-6-oxo-1,6-dihydropyrimidin-2-yl)-3-methyl-1H-pyrazol-5-yl)-3-(thiophen-2-yl)urea CC=1N=C(NC(C1C)=O)N1N=C(C=C1NC(=O)NC=1SC=CC1)C